[Si](C)(C)(C(C)(C)C)O[C@H]1[C@H](N(CC1)C1=NC(=CC(=C1)C(F)(F)F)C)C(=O)NC=1C=C(C=CC1)C (2S,3R)-3-((tert-butyldimethylsilyl)oxy)-1-(6-methyl-4-(trifluoromethyl)pyridin-2-yl)-N-(m-tolyl)pyrrolidine-2-carboxamide